2,2'-Azanediylbis(1-(6-fluorochroman-2-yl)ethanol) N(CC(O)C1OC2=CC=C(C=C2CC1)F)CC(O)C1OC2=CC=C(C=C2CC1)F